NC=1C=CC2=C(SC3=C(C(N2C)=O)C=CC=C3)C1 7-amino-10-methyldibenzo[b,f][1,4]thiazepin-11(10H)-one